NC[C@]1(CN(C[C@@H]1S(=O)(=O)C1=CC=C(C=C1)Cl)S(=O)(=O)C1=CC=C(C#N)C=C1)O 4-(((3R,4S)-3-(aminomethyl)-4-((4-chlorophenyl)sulfonyl)-3-hydroxypyrrolidin-1-yl)sulfonyl)benzonitrile